OC=1C=C(C#N)C=CC1C 3-Hydroxy-4-methylbenzonitrile